tetradecanoic acid 2,3-dihydroxypropan-1-yl ester OC(COC(CCCCCCCCCCCCC)=O)CO